3-bromo-5-{[(3-{[(2R,3R,4R,5S)-3,4,5-trihydroxy-2-(hydroxymethyl)piperidin-1-yl]methyl}phenyl)methyl]amino}benzonitrile BrC=1C=C(C#N)C=C(C1)NCC1=CC(=CC=C1)CN1[C@@H]([C@H]([C@@H]([C@H](C1)O)O)O)CO